3-[2-chloro-5-(3-chloro-5-trifluoromethyl-2-pyridyl)-4-fluoro-phenyl]-5-methyl-4H-isoxazole-5-carboxylic acid ClC1=C(C=C(C(=C1)F)C1=NC=C(C=C1Cl)C(F)(F)F)C1=NOC(C1)(C(=O)O)C